FC=1C=C(C[N-]CCCCCC#CC2=CC=CC=C2)C=CC1OC N-(3-fluoro-4-methoxybenzyl)-7-phenylhept-6-ynylamide